Methyl 6-(1,3-dimethyl-1H-pyrazol-4-yl)-3-methylpyrazine-2-carboxylate CN1N=C(C(=C1)C1=CN=C(C(=N1)C(=O)OC)C)C